F[C@@H]1CNCC[C@H]1N(C=1SC2=C(N=NC(=C2)C2=C(C=C(C=C2)C=2C=NNC2)O)N1)C 2-(6-{[(3r,4r)-3-fluoropiperidin-4-yl](methyl)amino}[1,3]thiazolo[4,5-c]pyridazin-3-yl)-5-(1H-pyrazol-4-yl)phenol